5-((triisopropylsilyl)ethynyl)naphthalene-2-ol hydrochloride Cl.C(C)(C)[Si](C(C)C)(C(C)C)C#CC1=C2C=CC(=CC2=CC=C1)O